BrC1=CC=CC=2C=3N(C(=NC12)N[C@@H]1C(NCCN(C1)C(=O)OCC1=CC=CC=C1)=O)N=C(N3)C3=CC=C(C=C3)OC benzyl (6S)-6-{[7-bromo-2-(4-methoxyphenyl)[1,2,4]triazolo[1,5-c]quinazolin-5-yl]amino}-5-oxo-1,4-diazepane-1-carboxylate